BrC=1C=C(C=CC1)N1CCCCC1 1-(3-bromophenyl)piperidine